5-[(oxetan-3-yl)amino]Pyridine O1CC(C1)NC=1C=CC=NC1